di-(tert-butyl)(3,5-di-(tert-butyl)phenyl)phosphine C(C)(C)(C)P(C1=CC(=CC(=C1)C(C)(C)C)C(C)(C)C)C(C)(C)C